diacetic acid diacetate C(C)(=O)O.C(C)(=O)O.C(C)(=O)O.C(C)(=O)O